N-hydroxypentanamide hydrochloride Cl.ONC(CCCC)=O